8-bromo-5-chloro-pyrazolo[1,5-c]quinazoline BrC=1C=CC=2C=3N(C(=NC2C1)Cl)N=CC3